pentamethylcyclopentadienyl(1-isobutyl-6,6-diethyl-1,5,6,7-tetrahydro-s-indacenyl)hafnium CC1=C(C(=C(C1([Hf]C1(C=CC2=CC=3CC(CC3C=C12)(CC)CC)CC(C)C)C)C)C)C